5-(2-bromoethoxy)-2-(1-methanesulfonylethyl)pyrimidine BrCCOC=1C=NC(=NC1)C(C)S(=O)(=O)C